ClC=1C=C(C(=O)NC(C)C=2C(=NC=CN2)C(=O)OCCN(CC)CC)C=C(C1)C(F)(F)F 2-(diethylamino)ethyl 3-(1-(3-chloro-5-(trifluoromethyl)benzamido)ethyl)pyrazine-2-carboxylate